N1=CC=CC2=CC(=CC=C12)NC1=NC(=NC=C1C(=O)N)NC1CCOCC1 4-(quinolin-6-ylamino)-2-(tetrahydro-2H-pyran-4-ylamino)pyrimidine-5-carboxamide